C(C)(C)(C)OC(=O)N1CC=2C=CC(=NC2CC1)CO tert-butyl-2-(hydroxymethyl)-7,8-dihydro-1,6-naphthyridine-6(5H)-carboxylate